(3R)-6-chloro-3-(2-methoxy-5-(1-methyl-1H-imidazol-2-yl)phenyl)-3-methylindolin-2-one ClC1=CC=C2[C@](C(NC2=C1)=O)(C)C1=C(C=CC(=C1)C=1N(C=CN1)C)OC